O=C1NC(CCC1N1C(C2=C3C(C(=CC=C13)N1CCN(CCC1)C(=O)OC(C)(C)C)=CC=C2)=O)=O tert-butyl 4-(1-(2,6-dioxopiperidin-3-yl)-2-oxo-1,2-dihydrobenzo[cd]indol-6-yl)-1,4-diazepane-1-carboxylate